7-methyl-3-((2-fluorophenyl)sulfonyl)-4H-benzopyran-4-one CC1=CC2=C(C(C(=CO2)S(=O)(=O)C2=C(C=CC=C2)F)=O)C=C1